(4-((5-fluoropentyl)thio)-2,5-dimethoxyphenyl)butan-2-amine FCCCCCSC1=CC(=C(C=C1OC)CC(CC)N)OC